tert-butyl 4-[3-[2-[7-amino-2-(2-hydroxyphenyl)imidazo[1,2-a]pyrimidin-6-yl] ethynyl]cyclobutoxy]piperidine-1-carboxylate NC1=NC=2N(C=C1C#CC1CC(C1)OC1CCN(CC1)C(=O)OC(C)(C)C)C=C(N2)C2=C(C=CC=C2)O